3-phenoxy-1-propanol O(C1=CC=CC=C1)CCCO